4-((1R,2R,5R)-5-ethoxy-2-((5-methoxy-7-methyl-1H-indol-4-yl)oxy)cyclohexyl)benzoic acid C(C)O[C@@H]1CC[C@H]([C@H](C1)C1=CC=C(C(=O)O)C=C1)OC1=C2C=CNC2=C(C=C1OC)C